(Z)-Octadec-9-enylferrocene C(CCCCCCC\C=C/CCCCCCCC)[C-]1C=CC=C1.[CH-]1C=CC=C1.[Fe+2]